NC=1C(=C(C=C2C=C(N=CC12)NC(C1=CC=C(C=C1)N1CCN(CC1)C)=O)C=1N(C=CC1)C)F N-(8-amino-7-fluoro-6-(1-methyl-1H-pyrrole-2-yl)isoquinolin-3-yl)-4-(4-methylpiperazin-1-yl)benzamide